N-tert-butyloxycarbonyl-3-methyl-3-hydroxypiperidine C(C)(C)(C)OC(=O)N1CC(CCC1)(O)C